1-(3-bromo-4-fluoro-phenyl)-7-oxo-5,6-dihydro-4H-indazole-3-carboxamide BrC=1C=C(C=CC1F)N1N=C(C=2CCCC(C12)=O)C(=O)N